[NH4+].[NH4+].[NH4+].C(CC(O)(C(=O)[O-])CC(=O)[O-])(=O)O.[NH4+].[NH4+] diammonium hydrogen citrate, triammonium salt